CN1C(=NC=C1)C1=CC(=NC2=CC=C(C=C12)C(=O)N1CCOCC1)C=O 4-(1-methyl-1H-imidazol-2-yl)-6-(morpholine-4-carbonyl)quinoline-2-carbaldehyde